3-(2-fluoro-4-(4-(hydroxymethyl)piperidin-1-yl)phenyl)piperidine-2,6-dione FC1=C(C=CC(=C1)N1CCC(CC1)CO)C1C(NC(CC1)=O)=O